tri(2-fluorobenzyloxy)boroxine FC1=C(COB2OB(OB(O2)OCC2=C(C=CC=C2)F)OCC2=C(C=CC=C2)F)C=CC=C1